bis[2-(diphenylphosphino)ethyl]ammonium C1(=CC=CC=C1)P(CC[NH2+]CCP(C1=CC=CC=C1)C1=CC=CC=C1)C1=CC=CC=C1